NC1=NC=NN2C1=C(C=C2C=2C=C(C(=NC2)OC)C(=O)N[C@@H]2CN(C[C@@H]2F)C(=O)OCC2C(C2)(F)F)C(F)(F)F (2,2-difluorocyclopropyl)methyl (3R,4S)-3-{5-[4-amino-5-(trifluoromethyl)pyrrolo[2,1-f][1,2,4]triazin-7-yl]-2-methoxypyridine-3-amido}-4-fluoropyrrolidine-1-carboxylate